N-(cyclopropylmethyl)-4-[5-(3,5-dichloro-4-fluorophenyl)-4,5-dihydro-5-(trifluoromethyl)-3-isoxazolyl]furo[2,3-c]pyridine-7-carboxamide C1(CC1)CNC(=O)C=1N=CC(=C2C1OC=C2)C2=NOC(C2)(C(F)(F)F)C2=CC(=C(C(=C2)Cl)F)Cl